C(C)(C)(C)N1N=C(C=C1C)NC1=CC(=C(C(=N1)C[C@@]1(C[C@H](N(CC1)CC1=C(C(=CC=C1)Cl)F)C)C(=O)OC(C)(C)C)F)C(C)C tert-butyl (2R,4R)-4-((6-((1-(tert-butyl)-5-methyl-1H-pyrazol-3-yl) amino)-3-fluoro-4-isopropylpyridin-2-yl) methyl)-1-(3-chloro-2-fluorobenzyl)-2-methylpiperidine-4-carboxylate